e-Propionate C(CC)(=O)[O-]